COC1=NC=CC(=C1)C1=C(C=C(C=C1F)F)F 2-methoxy-4-(2,4,6-trifluorophenyl)pyridine